The molecule is a tripeptide composed of L-phenylalanine and two L-tryptophan units joined by peptide linkages. It has a role as a metabolite. It derives from a L-phenylalanine and a L-tryptophan. C1=CC=C(C=C1)C[C@@H](C(=O)N[C@@H](CC2=CNC3=CC=CC=C32)C(=O)N[C@@H](CC4=CNC5=CC=CC=C54)C(=O)O)N